OC(CC1=NSC(=N1)NC(=O)C1=COC(=C1)C1=CC(=CC=C1)OC(F)(F)F)C N-(3-(2-hydroxypropyl)-1,2,4-thiadiazol-5-yl)-5-(3-(trifluoromethoxy)phenyl)furan-3-carboxamide